tris(trimethylgermanium) phosphorus [P].C[Ge](C)C.C[Ge](C)C.C[Ge](C)C